C(CN(CC(=O)[O-])CC(=O)[O-])N(CCN(CC(=O)[O-])CC(=O)[O-])CC(=O)[O-].[Na+].[Na+].[Na+].[Ca+2] diethylenetriaminepentaacetic acid calcium trisodium salt hydrate